3,7-dinonylphenothiazine C(CCCCCCCC)C=1C=CC=2NC3=CC=C(C=C3SC2C1)CCCCCCCCC